FC1=CC=C(C=C1)N1N=CC(=C1)C1=C(N=C2N(C1=O)C=CC=C2)C(F)(F)F 3-(1-(4-fluorophenyl)-1H-pyrazol-4-yl)-2-(trifluoromethyl)-4H-pyrido[1,2-a]pyrimidin-4-one